N-(4-(1-(2,3-difluoroisonicotinoyl)-2,5,6,7-tetrahydro-1H-azepin-4-yl)-1H-pyrrolo[2,3-b]pyridin-6-yl)cyclopropylcarboxamide FC=1C(=C(C(=O)N2CC=C(CCC2)C2=C3C(=NC(=C2)NC(=O)C2CC2)NC=C3)C=CN1)F